COC1=CC=C(C=C)C=C1 4-Methoxystyrene